Cl.N1CCC2=CC=C(C=C12)S(=O)(=O)N1CCC(CC1)C(=O)O 1-(indolin-6-ylsulfonyl)piperidine-4-carboxylic Acid Hydrochloride